5-fluoro-8-(4-fluorophenyl)-9-(1-(1-t-butoxycarbonyl-azetidin-3-yl)-2,4-imidazolindione-3-yl)-8,9-dihydro-2H-pyrido[4,3,2-de]phthalazine-3(7H)-one-7-carboxylic acid tert-butyl ester C(C)(C)(C)OC(=O)N1C(C(C2=NNC(C=3C=C(C=C1C23)F)=O)N2C(N(CC2=O)C2CN(C2)C(=O)OC(C)(C)C)=O)C2=CC=C(C=C2)F